(4-chlorophenyl)-borate ClC1=CC=C(C=C1)OB([O-])[O-]